COC1=CC=C(CNC2=NC=CC(=C2C)C2=NNC3=NC(=CN=C32)N3CCC(CC3)(C)NC(OC(C)(C)C)=O)C=C1 tert-Butyl 1-(3-(2-(4-methoxybenzylamino)-3-methyl pyridin-4-yl)-1H-pyrazolo-[3,4-b]pyrazin-6-yl)-4-methylpiperidin-4-ylcarbamate